C(C)(C)(C)OC(NC1=CC(=C(C=C1)NC(C1=C(C=CC(=C1)[N+](=O)[O-])Cl)=O)C)=O (4-(2-Chloro-5-nitrobenzoylamino)-3-methylphenyl)carbamic acid tert-butyl ester